(-)-6-{[(2R,3S)-4-(3,4-dihydro-2H-1-benzopyran-7-yl)-2-methylpiperidin-3-yl]methoxy}-2,3-dihydro-1H-isoindol-1-one O1CCCC2=C1C=C(C=C2)C2[C@@H]([C@H](NCC2)C)COC2=CC=C1CNC(C1=C2)=O